6-bromo-N-(2,3-dihydro-1H-inden-2-yl)quinazolin-2-amine BrC=1C=C2C=NC(=NC2=CC1)NC1CC2=CC=CC=C2C1